(4-chloro-7-((3aS,4R,6S,6aR)-2,2-dimethyl-6-(2-(2-(methylamino)quinolin-7-yl)ethyl)tetrahydro-3aH-cyclopenta[d][1,3]dioxol-4-yl)-7H-pyrrolo[2,3-d]pyrimidin-5-yl)methanol ClC=1C2=C(N=CN1)N(C=C2CO)[C@@H]2C[C@@H]([C@H]1OC(O[C@H]12)(C)C)CCC1=CC=C2C=CC(=NC2=C1)NC